4,6-dihydroxyl-2-methylpyrimidine OC1=NC(=NC(=C1)O)C